OC=1C=CC(=NC1)NC(=O)N1CCC(CC1)C1=CC=C(C=C1)F N-[5-[hydroxy]pyridin-2-yl]-4-(4-fluorophenyl)piperidine-1-carboxamide